(1S,2S)-2-(((S)-1-((4-guanidinobutyryl)amino)-4-methyl-1-oxopentan-2-yl)carbamoyl)cyclopropane N(C(=N)N)CCCC(=O)NC([C@H](CC(C)C)NC(=O)C1CC1)=O